(1R,2S,5S)-6,6-Dimethyl-N-((S)-1-oxo-3-((S)-2-oxopyrrolidin-3-yl)propan-2-yl)-3-(2-(5,6,7,8-tetrahydronaphthalen-2-yl)acetyl)-3-azabicyclo[3.1.0]hexane-2-carboxamide CC1([C@H]2CN([C@@H]([C@@H]12)C(=O)N[C@H](C=O)C[C@H]1C(NCC1)=O)C(CC1=CC=2CCCCC2C=C1)=O)C